CN1N=C(C=C1)NC1=NC=CC(=C1)OC=1C=NC(=CC1)[N+](=O)[O-] N-(1-methyl-1H-pyrazol-3-yl)-4-((6-nitropyridin-3-yl)oxy)pyridin-2-amine